C(#N)C(C(=O)N1C[C@@H](N(C[C@H]1C)C=1C2=C(N=CN1)N(CC21CCC1)C1=CC(=CN=N1)C#N)C)(COC(F)(F)F)C 6-[4-[(2S,5R)-4-[2-cyano-2-methyl-3-(trifluoromethoxy)propanoyl]-2,5-dimethyl-piperazin-1-yl]spiro[6H-pyrrolo[2,3-d]pyrimidine-5,1'-cyclobutane]-7-yl]pyridazine-4-carbonitrile